di(tert-butyl)ethylenediamine C(C)(C)(C)NCCNC(C)(C)C